(3aR,5s,6aS)-2-((4,6-Dimethylpyridin-3-yl)sulfonyl)-N-((tetrahydro-2H-pyran-4-yl)methyl)octahydrocyclopenta[c]pyrrol-5-amine CC1=C(C=NC(=C1)C)S(=O)(=O)N1C[C@@H]2[C@H](C1)CC(C2)NCC2CCOCC2